tert-Butyl N-[(1S)-2-amino-1-methyl-2-oxo-ethyl]carbamate NC([C@H](C)NC(OC(C)(C)C)=O)=O